methyl 4-(bromomethyl)-5-fluoro-2-nitro-benzoate BrCC1=CC(=C(C(=O)OC)C=C1F)[N+](=O)[O-]